O=C1NC(CCC1C1=CC(=C(C=C1)N1CCN(CC1)C(=O)OC(C)(C)C)S(=O)(=O)F)=O tert-butyl 4-[4-(2,6-dioxo-3-piperidyl)-2-fluorosulfonyl-phenyl]piperazine-1-carboxylate